N-[(1r,4r)-4-(6-Methyl-2-{[4-(4-methylpiperazin-1-yl)phenyl]amino}-7-oxo-5-[2-(triisopropylsilyl)ethynyl]pyrido[2,3-d]pyrimidin-8-yl)cyclohexyl]acetamide CC1=C(C2=C(N=C(N=C2)NC2=CC=C(C=C2)N2CCN(CC2)C)N(C1=O)C1CCC(CC1)NC(C)=O)C#C[Si](C(C)C)(C(C)C)C(C)C